C(C)(CC)C1CCC(CC1)NC(=O)CC(C(CC(=O)NC1CCC(CC1)C(C)CC)C(=O)NC1CCC(CC1)C(C)CC)C(=O)NC1CCC(CC1)C(C)CC 1,2,3,4-butanetetracarboxylic acid tetrakis(4-sec-butylcyclohexylamide)